2-tetrahydrofuran-3-yloxyethyl 4-methylbenzenesulfonate 2-tetrahydrofuran-3-yloxyethyl-4-methylbenzenesulfonate O1CC(CC1)OCCOS(=O)(=O)C1=CC=C(C=C1)C.CC1=CC=C(C=C1)S(=O)(=O)OCCOC1COCC1